7-((3-(((4,4-bis(((Z)-oct-5-en-1-yl) oxy) butanoyl) oxy) methyl)-5-(hydroxymethyl) benzyl) oxy)-7-oxoheptanoate C(CCC\C=C/CC)OC(CCC(=O)OCC=1C=C(COC(CCCCCC(=O)[O-])=O)C=C(C1)CO)OCCCC\C=C/CC